Tert-butyl 6-((4-(cyclopropylamino)-5-(trifluoromethyl) pyrimidin-2-yl) amino)-3,4-dihydroisoquinoline-2(1H)-carboxylate C1(CC1)NC1=NC(=NC=C1C(F)(F)F)NC=1C=C2CCN(CC2=CC1)C(=O)OC(C)(C)C